CO[C@@H]1C(NC(C[C@H]1N(C(OCC1=CC=CC=C1)=O)C)([2H])[2H])([2H])[2H] trans-benzyl (3-methoxypiperidin-4-yl-2,2,6,6-d4)(methyl)carbamate